(7R,14R)-11-(4-((dimethylphosphoryl)methyl)-3-fluorophenyl)-6-(methyl-d3)-1-(prop-1-yn-1-yl)-6,7-dihydro-7,14-methanobenzo[f]benzo[4,5]imidazo[1,2-a][1,4]diazocin-5(14H)-one CP(=O)(C)CC1=C(C=C(C=C1)C1=CC2=C(N=C3N2[C@H]2C4=C(C(N([C@@H]3C2)C([2H])([2H])[2H])=O)C=CC=C4C#CC)C=C1)F